CC=1C=CC(=C(C1)C=1C(=C(C(=CC1O)CCCCC)C1=NC=NC=C1)O)C(=C)C 5'-methyl-4-pentyl-2'-(prop-1-en-2-yl)-3-(pyrimidin-4-yl)-[1,1'-biphenyl]-2,6-diol